(1-cyclopropyl-1H-pyrazole-3-yl)-5-fluoropyridine C1(CC1)N1N=C(C=C1)C1=NC=C(C=C1)F